2-Chloro-4-iodo-5-(methoxymethoxy)pyridine ClC1=NC=C(C(=C1)I)OCOC